N[C@H](C(=O)N[C@H](C(=O)N[C@H](C(=O)OC(C)(C)C)CC1=CC=C(C=C1)O)CCCCNC(C1=CC=C(C=C1)C)(C1=CC=CC=C1)C1=CC=CC=C1)CCCNC(=O)N tert-butyl (2S)-2-[[(2S)-2-[[(2S)-2-amino-5-ureido-pentanoyl]amino]-6-[[diphenyl(p-tolyl)methyl]amino]hexanoyl]amino]-3-(4-hydroxyphenyl)propanoate